O1CC(C1)N1CC(CCC1)C=1N=NNC1 4-(1-(oxetan-3-yl)piperidin-3-yl)-1H-1,2,3-triazol